COC1=NC=C(C=C1C(=O)N)NC(C(=O)N1[C@H](CC[C@@H](C1)C)C=1C=NC(=CC1)NC)=O |o1:16,19| rel-2-Methoxy-5-[[2-[(2R,5S)-5-methyl-2-[6-(methylamino)-3-pyridyl]-1-piperidyl]-2-oxo-acetyl]amino]pyridine-3-carboxamide